FC(C1=C(C=CC(=C1)C(F)(F)F)NC(=O)NC(C)C=1N(N=CN1)C1=NC=CC=N1)(F)F 1-[2,4-bis(trifluoromethyl)phenyl]-3-[1-(2-pyrimidin-2-yl-1,2,4-triazol-3-yl)ethyl]urea